FC([S@@](=O)C=1N=C2N(N1)[C@@H](C[C@@H]2F)C2=CC(=CC=C2)F)F |&1:9,11| rac-(5S,7S)-2-[(S)-difluoromethylsulfinyl]-7-fluoro-5-(3-fluorophenyl)-6,7-dihydro-5H-pyrrolo[1,2-b][1,2,4]triazole